O1C(=C(C(=O)C=2C(O)=CC(O)=CC12)C=O)C1=CC=C(O)C=C1 Apigeninaldehyde